2-Methyl-4-(1H-triazol-5-yl)-1-[3-[4-[1-(trifluoromethyl)cyclopropyl]phenyl]azetidin-1-yl]butan-1-one CC(C(=O)N1CC(C1)C1=CC=C(C=C1)C1(CC1)C(F)(F)F)CCC1=CN=NN1